(12S)-12-methyl(9,9,10,10-2H4)-8,11,14-trioxa-4,5,19,20-tetraazatetracyclo[13.5.2.12,5.018,21]tricosa-1(20),2(23),3,15,17,21-hexaene C[C@@H]1OC(C(OCCN2N=CC(C3=NNC4=CC=C(OC1)C=C34)=C2)([2H])[2H])([2H])[2H]